ClC1=C(C=C(NCC(C(=O)OC(C)(C)C)=C)C=C1)OC tert-butyl 2-[(4-chloro-3-methoxy-anilino)methyl]prop-2-enoate